N-(3-isoquinolin-5-ylbenzyl)propanamide C1=NC=CC2=C(C=CC=C12)C=1C=C(CNC(CC)=O)C=CC1